C1(CC1)C(OC1=C(C=C(C=C1F)F)CNC(=O)C=1C(=NC=C(C1)C=1C=CC=2N(N1)C=C(N2)NC(C)=O)OC)[2H] N-({2-[cyclopropyl(deutero)methoxy]-3,5-difluorophenyl}methyl)-5-{2-acetamidoimidazo[1,2-b]pyridazin-6-yl}-2-methoxypyridine-3-carboxamide